NC=1C(=NON1)C1=NC2=C(N1CC=1C=NC(=NC1)C#N)C(=CC=C2F)F 5-[[2-(4-amino-1,2,5-oxadiazol-3-yl)-4,7-difluoro-benzimidazol-1-yl]methyl]pyrimidine-2-carbonitrile